2-(2,3-difluoro-6-(2-morpholinothiazol-4-yl)phenoxy)-N-(piperidin-4-yl)acetamide hydrochloride Cl.FC1=C(OCC(=O)NC2CCNCC2)C(=CC=C1F)C=1N=C(SC1)N1CCOCC1